hexa(phenyl)biphenyl C1(=CC=CC=C1)C1=C(C=CC=C1)C1=C(C(=C(C(=C1C1=CC=CC=C1)C1=CC=CC=C1)C1=CC=CC=C1)C1=CC=CC=C1)C1=CC=CC=C1